C1(CC1)OC=1C=C(C=CC1NCC#C)P(C)(C)=O (3-cyclopropoxy-4-(prop-2-yn-1-ylamino)phenyl)dimethylphosphine oxide